β,β,4-trifluoro-2-iodo-phenylpropionic acid FC(C(C(=O)O)C1=C(C=C(C=C1)F)I)F